C(C)(=O)NC1=CC=C(C=C1)N(C(CN1C(=NC2=C1C=C(C=C2)C(F)(F)F)Cl)=O)CC2=CSC=C2 N-(4-acetamidophenyl)-2-[2-chloro-6-(trifluoromethyl)benzimidazol-1-yl]-N-(3-thienylmethyl)acetamide